(7R,9aR)-7-(4-Chlorophenyl)octahydro-1H-pyrido[1,2-a]pyrazine ClC1=CC=C(C=C1)[C@H]1CC[C@H]2N(CCNC2)C1